4-bromo-3-fluorotoluene BrC1=C(C=C(C)C=C1)F